N-(6-(2,3-dihydrobenzofuran-5-yl)-1H-indazol-3-yl)-4-methylpiperazine-1-sulfonamide O1CCC2=C1C=CC(=C2)C2=CC=C1C(=NNC1=C2)NS(=O)(=O)N2CCN(CC2)C